C(C)(=O)O[C@]1(C(CCl)=O)CC([C@H]2[C@@H]3[C@@H](CC4=CC(OC[C@]4(C)[C@H]3CC[C@]12C)=O)O)=O chloro-7α-hydroxy-3,15,20-trioxo-2-oxapregn-4-en-17-yl acetate